CC1=NOC(=C1NC(OCC1=CC=C(C=C1)OC)=O)C1=CC=C(C=C1)[N+](=O)[O-] 4-methoxybenzyl (3-methyl-5-(4-nitrophenyl)isoxazol-4-yl)carbamate